tert-butyl (6-(1-(dimethylamino)ethyl)-5-(furan-3-yl)pyridin-2-yl)carbamate CN(C(C)C1=C(C=CC(=N1)NC(OC(C)(C)C)=O)C1=COC=C1)C